FC1=C(C=CC(=C1)N1N=C(C=C1)CO)NC1=NC=C2C=CC(=NC2=C1)N(CC#N)C1CCNCC1 2-[[7-([2-fluoro-4-[3-(hydroxymethyl)pyrazol-1-yl]phenyl]amino)-1,6-naphthyridin-2-yl](piperidin-4-yl)amino]acetonitrile